(1R,4R)-4-((4-((5-(4-(((tert-Butoxycarbonyl)amino)methyl)-4-methylpiperidin-1-yl)pyrazin-2-yl)thio)-3-chloropyridin-2-yl)amino)cyclohexane-1-carboxylic acid C(C)(C)(C)OC(=O)NCC1(CCN(CC1)C=1N=CC(=NC1)SC1=C(C(=NC=C1)NC1CCC(CC1)C(=O)O)Cl)C